C(=O)[C@H]1[C@@H](C[C@H]2[C@@H]1CCC1=C(O2)C=C(C=C1)C(=O)OCC)OC1OCCCC1 Ethyl (1R,2R,3aS,10aR)-1-formyl-2-(tetrahydro-2H-pyran-2-yloxy)-2,3,3a,9,10,10a-hexahydro-1H-benzo[b]cyclopenta[f]oxepin-6-carboxylate